5-ethyl-N-(4-methoxyphenyl)-1H-pyrrole-2-carboxamide C(C)C1=CC=C(N1)C(=O)NC1=CC=C(C=C1)OC